ClC1=NC=CC(=C1)C1=CC=C(C=C1)C(C)C 2-chloro-4-(4-isopropylphenyl)pyridine